ClC1=CC(=C(C=C1)C1=NC(=CN2C1=NC(=C(C2=O)C)[Sn](C)(C)C)N2C[C@@H](OCC2)C=2C=NN(C2)C)F (S)-9-(4-chloro-2-fluorophenyl)-3-methyl-7-(2-(1-methyl-1H-pyrazol-4-yl)morpholino)-2-(trimethylstannyl)-4H-pyrazino[1,2-a]pyrimidin-4-one